C1(CC1)C(=O)ONC(=O)C1=CC(=NN1C1=NC=CC=C1Cl)Br 1-(3-bromo-1-(3-chloropyridin-2-yl)-1H-pyrazole-5-carboxamido) cyclopropane-1-carboxylate